methyl 3-((2-(1H-pyrazol-1-yl)ethyl)amino)-4-aminobenzoate N1(N=CC=C1)CCNC=1C=C(C(=O)OC)C=CC1N